O=C1N(CC2=C(C=CC=C12)SCCCCCCCNC1(COC1)C1=C(C=CC=C1)C(F)(F)F)C1C(NC(CC1)=O)=O 3-(1-oxo-4-((7-((3-(2-(trifluoromethyl)phenyl)oxetan-3-yl)amino)heptyl)thio)isoindolin-2-yl)piperidine-2,6-dione